benzyl (1-((2-((1-(4-amino-2-(ethoxymethyl)-1H-imidazo[4,5-c]quinolin-1-yl)-2-methylpropan-2-yl)oxy)ethyl)amino)-2-methyl-1-oxopropan-2-yl)carbamate NC1=NC=2C=CC=CC2C2=C1N=C(N2CC(C)(C)OCCNC(C(C)(C)NC(OCC2=CC=CC=C2)=O)=O)COCC